2-(5-Fluoro-1H-benzo[d][1,2,3]triazol-1-yl)-1-((2R,4aS,4bR,6aS,7S,7aS,8aR,8bR,8cR,10aR)-2-hydroxy-2,6a-dimethyloctadecahydrocyclopropa[4,5]cyclopenta[1,2-a]phenanthren-7-yl)ethan-1-one FC1=CC2=C(N(N=N2)CC(=O)[C@H]2[C@@H]3[C@H]([C@@H]4[C@@]2(CC[C@@H]2[C@H]5CC[C@@](C[C@H]5CC[C@@H]42)(C)O)C)C3)C=C1